ONC(\C=C\C1=C(C=CC(=C1)C=C(C(C1=CC(=C(C(=C1)OC)OC)OC)=O)[N+](=O)[O-])OC(F)(F)F)=O (trans)-N-hydroxy-3-(5-((cis)-2-nitro-3-oxo-3-(3,4,5-trimethoxyphenyl)prop-1-en-1-yl)-2-(trifluoromethoxy)phenyl)acrylamide